OC=1C=C(C=CC1I)C#CC1NCC2=CC=CC=C12 3-Hydroxy-4-iodophenylethynyl-isoindoline